bromine potassium chloride [Cl-].[K+].[Br+].[Cl-]